2-(cyanomethyl)-3-methylcyclopropane-1-carboxamide C(#N)CC1C(C1C)C(=O)N